(5-(2,2-difluoroethoxy)pyridin-2-yl)propanamide FC(COC=1C=CC(=NC1)C(C(=O)N)C)F